4-(1-((6-Chloropyridazin-3-yl)methyl)-7-fluoro-benzimidazol-2-yl)-1,2,5-oxadiazol-3-amine ClC1=CC=C(N=N1)CN1C(=NC2=C1C(=CC=C2)F)C=2C(=NON2)N